C(C=C)(=O)N1C[C@H](C[C@@H]1COC)N1N=C(C(=C1NC)C(=O)N)C#CC=1C(=CC=2C3=C(N=NC2C1)C1CCC3C1)Cl 1-((3S,5R)-1-acryloyl-5-(methoxymethyl)pyrrolidin-3-yl)-3-((9-chloro-1,2,3,4-tetrahydro-1,4-methanobenzo[c]cinnolin-8-yl)ethynyl)-5-(methylamino)-1H-pyrazole-4-carboxamide